ClC1=CC=CC2=C1NC(=N2)C(=O)N2CC=1N(C[C@@H]2C)C(=NC1)C(F)(F)F (S)-(7-Chloro-1H-benzo[d]imidazol-2-yl)(6-methyl-3-(trifluoromethyl)-5,6-dihydroimidazo[1,5-a]pyrazin-7(8H)-yl)methanone